O=C1NC(CCC1N1C(N(C2=C1C=CC(=C2[C@H]2C(CN(CC2)C(=O)OC(C)(C)C)(F)F)F)C)=O)=O Tert-butyl (4S)-4-[1-(2,6-dioxo-3-piperidyl)-5-fluoro-3-methyl-2-oxo-benzimidazol-4-yl]-3,3-difluoro-piperidine-1-carboxylate